bis(2-(acryloyloxy)ethyl)phosphate C(C=C)(=O)OCCOP(=O)(OCCOC(C=C)=O)[O-]